ClC1=C(C(=CC(=C1)F)Cl)C1=CC=C(C=2OCCNC21)C[C@@H](C(=O)OC)NC(C2=C(C=CC=C2F)F)=O methyl (S)-3-(5-(2,6-dichloro-4-fluorophenyl)-3,4-dihydro-2H-benzo[b][1,4]oxazin-8-yl)-2-(2,6-difluorobenzamido)propanoate